4,5,6-trifluoro-N-(4-(1-(2-((2-hydroxy-2-methylpropyl)amino)-2-oxoacetyl)-1,2,3,6-tetrahydropyridin-4-yl)phenyl)isoindoline-2-carboxamide FC1=C2CN(CC2=CC(=C1F)F)C(=O)NC1=CC=C(C=C1)C=1CCN(CC1)C(C(=O)NCC(C)(C)O)=O